Cl.CC(C(=O)NC1=CC=C2CCNCC2=C1)=CC methyl-N-(1,2,3,4-tetrahydroisoquinolin-7-yl)but-2-enamide hydrochloride